C(C)OC=1C=C(C=CC1C=1NC(C2=C(N1)N(N=N2)CC2=CC=C(C=C2)OC)=O)C=2C(=CC=CC2)C(=O)OC methyl 3'-ethoxy-4'-(3-(4-methoxybenzyl)-7-oxo-6,7-dihydro-3H-[1,2,3]triazolo[4,5-d]pyrimidin-5-yl)-[1,1'-biphenyl]-2-carboxylate